ethyl 3-(thiazol-4-yl)-1H-pyrazole-5-carboxylate S1C=NC(=C1)C1=NNC(=C1)C(=O)OCC